2-((1R)-3-((2,4-dimethoxybenzyl)amino)-2,3-dihydro-1H-inden-1-yl)isoindoline-1,3-dione COC1=C(CNC2C[C@H](C3=CC=CC=C23)N2C(C3=CC=CC=C3C2=O)=O)C=CC(=C1)OC